4-amino-N-cyclopropyl-N-(1-(5-(trifluoromethyl)pyridin-2-yl)ethyl)imidazo[1,5-a]quinoxaline-8-carboxamide NC=1C=2N(C3=CC(=CC=C3N1)C(=O)N(C(C)C1=NC=C(C=C1)C(F)(F)F)C1CC1)C=NC2